(4-Methoxy-phenyl)-[4-(2-phenyl-ethyl)piperazin-1-yl]methanone COC1=CC=C(C=C1)C(=O)N1CCN(CC1)CCC1=CC=CC=C1